N,N-dioctyl-ethanolamine C(CCCCCCC)N(CCO)CCCCCCCC